OC1=C(C=C(C=C1)C1=CC=C2/C(/C(NC2=C1)=O)=C/C=1NC=CC1)OC (3Z)-6-(4-Hydroxy-3-methoxyphenyl)-3-(1H-pyrrol-2-ylmethylene)-1,3-dihydro-2H-indol-2-one